beta-ethoxybenzaldehyde CCOC1=C(C=O)C=CC=C1